C1C(CC12CCNCC2)=O 7-Azaspiro[3.5]nonan-2-one